(E)-3-(4-Tert-butylphenyl)-1-[2-hydroxy-4-[(E)-pent-2-en-3-yl]oxyphenyl]prop-2-en-1-one C(C)(C)(C)C1=CC=C(C=C1)/C=C/C(=O)C1=C(C=C(C=C1)O/C(=C/C)/CC)O